8-({1-[(2R)-2-amino-3-carboxypropanoyl]azetidin-3-yl}oxy)-4,4-dihydroxy-5-oxa-4-boranuidabicyclo[4.4.0]deca-1(6),7,9-triene-7-carboxylic acid trisodium salt [Na+].[Na+].[Na+].N[C@@H](C(=O)N1CC(C1)OC1=C(C=2O[B-](CCC2C=C1)(O)O)C(=O)O)CC(=O)O.N[C@@H](C(=O)N1CC(C1)OC1=C(C=2O[B-](CCC2C=C1)(O)O)C(=O)O)CC(=O)O.N[C@@H](C(=O)N1CC(C1)OC1=C(C=2O[B-](CCC2C=C1)(O)O)C(=O)O)CC(=O)O